N[C@@H]1[C@@H](OCC12CCN(CC2)C=2C(=NC(=CN2)C2=C(C(=CC=C2)Cl)Cl)CO)C (3-(3S,4S)-(4-amino-3-methyl-2-oxa-8-azaspiro[4.5]decan-8-yl)-6-(2,3-dichlorophenyl)pyrazin-2-yl)methanol